NC1CCNN1C1=CC=CC=C1 5-amino-1-phenyl-3,4-dihydropyrazole